C1(CC1)N(C(=O)NCC1=CC(=NO1)C1=CC=CC=C1)[C@H]1CN(CCC1)C(CO)=O 1-cyclopropyl-1-[(3R)-1-(2-hydroxyacetyl)piperidin-3-yl]-3-[(3-phenyl-1,2-oxazol-5-yl)methyl]urea